ClC=1C=C2N=CC(=NC2=C(C1)F)C1CCN(CC1)C(=O)OC(C)(C)C tert-Butyl 4-(6-chloro-8-fluoro-quinoxalin-2-yl)piperidine-1-carboxylate